(6S,9aS)-N-benzyl-2-((5-bromo-1-phenyl-1H-pyrazol-4-yl)methyl)-6-(4-hydroxybenzyl)-4,7-dioxo-8-(quinolin-5-ylmethyl)octahydro-1H-pyrazino[2,1-c][1,2,4]triazine-1-carboxamide C(C1=CC=CC=C1)NC(=O)N1N(CC(N2[C@@H]1CN(C([C@@H]2CC2=CC=C(C=C2)O)=O)CC2=C1C=CC=NC1=CC=C2)=O)CC=2C=NN(C2Br)C2=CC=CC=C2